tert-Butyl (S)-((5-(2-chloro-3-(3-chloro-2-(4-formyl-3-methoxyphenyl)pyridin-4-yl)phenyl)-3-methoxypyrazin-2-yl)methyl)((5-oxopyrrolidin-2-yl)methyl)carbamate ClC1=C(C=CC=C1C1=C(C(=NC=C1)C1=CC(=C(C=C1)C=O)OC)Cl)C=1N=C(C(=NC1)CN(C(OC(C)(C)C)=O)C[C@H]1NC(CC1)=O)OC